FC(C(=O)C1=CC=C(C=C1)CCCCC)(F)F 2,2,2-Trifluoro-1-(4-pentylphenyl)ethan-1-one